[Cl-].C(=O)(O)C1(C=C2C=3C=C(C(=C(C3C(=C2C=C1C)OC1=CC=CC=C1)[NH3+])C)N)N 6-carboxy-3,6-diamino-9-phenoxy-2,7-dimethyl-fluorenylammonium chloride